2,6-dichloro-4-nitroanilinediazonium p-toluenesulfonate CC1=CC=C(C=C1)S(=O)(=O)[O-].ClC1=C(N[N+]#N)C(=CC(=C1)[N+](=O)[O-])Cl